(E)-N'-([1,1'-biphenyl]-2-ylmethylene)-1-(4-amino-1,2,5-oxadiazol-3-yl)-1H-1,2,3-triazole-4-carbohydrazide C1(=C(C=CC=C1)\C=N\NC(=O)C=1N=NN(C1)C1=NON=C1N)C1=CC=CC=C1